C(#N)C(C(=O)NC(C)C1=CC(=C(C=C1)OC)OC)=C 2-cyano-N-(1-(3,4-dimethoxyphenyl)ethyl)acrylamide